C(#N)CC(=O)N1C[C@@H]([C@@H](CC1)C)N(C=1C2=C(N=CN1)N(C=C2)C(NCCCCNC(OC(C)(C)C)=O)=S)C tert-butyl (4-(4-(((3R,4R)-1-(2-cyanoacetyl)-4-methylpiperidin-3-yl)(methyl)amino)-7H-pyrrolo[2,3-d]pyrimidine-7-carbothioamido)butyl)carbamate